2-(Benzofuran-2-yl)-N-((2,4-dioxo-1,3-diazaspiro[4.4]nonan-6-yl)methyl)thiazole-5-sulfonamide O1C(=CC2=C1C=CC=C2)C=2SC(=CN2)S(=O)(=O)NCC2C1(C(NC(N1)=O)=O)CCC2